4-bromo-N-butyl-1,8-naphthalimide CCCCN1C(=O)C2=C3C(=C(C=C2)Br)C=CC=C3C1=O